BrC1=C2CC=CC2=CC(=C1)C 4-bromo-6-methyl-3H-indene